N-(4-chloro-2-(4,4,5,5-tetramethyl-1,3,2-dioxaborolan-2-yl)phenyl)-4-methylbenzenesulfonamide ClC1=CC(=C(C=C1)NS(=O)(=O)C1=CC=C(C=C1)C)B1OC(C(O1)(C)C)(C)C